C(#N)C1=CC=C(C=C1)C1=CC=C(C=C1)OCCCCCCC 4-cyano-4'-heptyloxybiphenyl